ClC1=CC=C(C=C1)C=1NC(=C(N1)C1=CC=CC=C1)C1=CC=CC=C1 2-(4-Chlorophenyl)-4,5-diphenylimidazole